7-Amino-8-(3-hydroxy-2-methylphenyl)-2,3-dimethylquinoxaline-6-carboxamide NC1=C(C=C2N=C(C(=NC2=C1C1=C(C(=CC=C1)O)C)C)C)C(=O)N